ClC1=C2N=C(C(N(C2=CC=C1)C1=CC=C(C=C1)OC(C)C)=O)C(=O)O 5-chloro-1-(4-isopropoxyphenyl)-2-oxo-1,2-dihydroquinoxaline-3-carboxylic acid